OC=1C=C2C=CC=C(C2=CC1)C1=C(C(=NC=2CN(CCC12)C(C)C)N1CC2(CN(C2)C(C=C)=O)CC1)C (P)-1-(6-(4-(6-hydroxy-1-naphthalenyl)-3-methyl-7-(2-propanyl)-5,6,7,8-tetrahydro-1,7-naphthyridin-2-yl)-2,6-diazaspiro[3.4]octan-2-yl)-2-propen-1-one